1-(prop-2-yn-1-yl)piperidin-4-one C(C#C)N1CCC(CC1)=O